C(C(=C)C)(=O)OCCOP(OCCOC(C(=C)C)=O)(OCCOC(C(=C)C)=O)=O phosphoric acid tri(methacryloyloxyethyl) ester